N-(2-(2,4-Dihydroxy-5-methylbenzoyl)-6-(2-(dimethylamino)ethoxy)isoindolin-4-yl)-N-methylacrylamide OC1=C(C(=O)N2CC3=CC(=CC(=C3C2)N(C(C=C)=O)C)OCCN(C)C)C=C(C(=C1)O)C